ClC=1C=C(C=CC1F)C(C=1N(C(=C(N1)S(=O)(=N)C)C(=O)OC)COCC[Si](C)(C)C)OC(N(C(C)C)C(C)C)=O methyl 2-((3-chloro-4-fluorophenyl)((diisopropylcarbamoyl)oxy)methyl)-4-(S-methylsulfonimidoyl)-1-((2-(trimethylsilyl)ethoxy)methyl)-1H-imidazole-5-carboxylate